P(=O)([O-])([O-])F.[Sn+4].CC=1N=C(C(=NC1C1=CC=CC=2N(C=NC21)C)C(=O)N)NC2=CC=C(C=C2)N2CCOCC2.P(=O)([O-])([O-])F 5-methyl-6-(1-methylbenzimidazol-4-yl)-3-(4-morpholinoanilino)pyrazine-2-carboxamide tin fluoro-phosphate